C(C)(C)(C)OC(NC=1C=NN(C1C(C)OC)C=1C=NC=CC1)=O N-[5-(1-methoxyethyl)-1-(pyridin-3-yl)-1H-pyrazol-4-yl]carbamic acid tert-butyl ester